FC=1C=NC=C(C1C=O)F 3,5-DIFLUORO-4-PYRIDINECARBOXALDEHYDE